(2S,3R)-3-(5-chloropyrimidin-2-yl)-N-(4-(2,6-dimethoxyphenyl)-5-(1-(pyridin-2-yl)cyclopropyl)-4H-1,2,4-triazol-3-yl)butane-2-sulfonamide ClC=1C=NC(=NC1)[C@H]([C@H](C)S(=O)(=O)NC1=NN=C(N1C1=C(C=CC=C1OC)OC)C1(CC1)C1=NC=CC=C1)C